5-[2,3-difluoro-4-[1-[(6-methoxy-2-pyridinyl)methyl]-3-methyl-pyrazol-4-yl]phenyl]-1-methyl-imidazole-2-carboxamide FC1=C(C=CC(=C1F)C=1C(=NN(C1)CC1=NC(=CC=C1)OC)C)C1=CN=C(N1C)C(=O)N